butyl (2-(5-(1-((6,7-dimethoxyphthalazin-1-yl)amino)ethyl)thiophen-3-yl)benzyl)(methyl)carbamate COC=1C=C2C=NN=C(C2=CC1OC)NC(C)C1=CC(=CS1)C1=C(CN(C(OCCCC)=O)C)C=CC=C1